6-fluoro-N-(5-fluoro-2-methoxy-6-(trifluoromethyl)pyridin-3-yl)pyrazolo[1,5-a]pyridine-3-sulfonamide FC=1C=CC=2N(C1)N=CC2S(=O)(=O)NC=2C(=NC(=C(C2)F)C(F)(F)F)OC